t-Butyl (2-(2-((R)-2-(benzyloxy)-2-(trifluoromethyl)hex-5-enoyl)hydrazine-1-carbonyl)-6-(((R)-pent-4-en-2-yl)oxy)-5-(trifluoromethyl)pyridin-3-yl)carbamate C(C1=CC=CC=C1)O[C@@](C(=O)NNC(=O)C1=NC(=C(C=C1NC(OC(C)(C)C)=O)C(F)(F)F)O[C@H](C)CC=C)(CCC=C)C(F)(F)F